phenyl (2-methyl-4-phenoxyphenyl)carbamate CC1=C(C=CC(=C1)OC1=CC=CC=C1)NC(OC1=CC=CC=C1)=O